4-((trans-3-hydroxycyclobutyl)amino)-2-(methylthio)pyrimidine-5-carboxylic acid O[C@@H]1C[C@H](C1)NC1=NC(=NC=C1C(=O)O)SC